C(#N)C1=C(C=NC=C1)C1CN(C1)C(=O)[C@@H]1CC[C@H]2N1C([C@H](CCC2)NC(=O)C2=CC1=C(S2)C=CC(=C1)C(F)P(O)(O)=O)=O ((2-(((3S,6S,9aS)-3-(3-(4-cyanopyridin-3-yl)azetidine-1-carbonyl)-5-oxooctahydro-1H-pyrrolo[1,2-a]azepin-6-yl)carbamoyl)benzo[b]thiophen-5-yl)fluoromethyl)phosphonic acid